C1(CCCCC1)C(=O)O CYCLOHEXANECARBOXYLIC ACID